Racemic-N-(6-amino-5-cyclopropylpyridin-3-yl)-2-(2-(4-fluorophenyl)-4-isobutyl-5-methyl-piperazin-1-yl)-2-oxoacetamide NC1=C(C=C(C=N1)NC(C(=O)N1C(CN(C(C1)C)CC(C)C)C1=CC=C(C=C1)F)=O)C1CC1